N[C@H](C=1N=C2N(N=CC(=C2)[C@H](CC#N)NC(CC2CC(C2)(F)F)=O)C1)C1CCC(CC1)(F)F |o1:10| N-((S*)-1-(2-((S)-Amino(4,4-difluorocyclohexyl)methyl)imidazo[1,2-b]pyridazin-7-yl)-2-cyanoethyl)-2-(3,3-difluorocyclobutyl)acetamide